C(C=C)(=O)OC(CC)C1=NC=CN1CCCCCCCCCCCC 1-acryloyloxypropyl-3-dodecyl-imidazole